2-fluoro-1-(4-(2-methyl-4-((6-(trifluoromethyl)pyridin-3-yl)oxy)pyrimidin-5-yl)-3,6-dihydropyridin-1(2H)-yl)prop-2-en-1-one FC(C(=O)N1CCC(=CC1)C=1C(=NC(=NC1)C)OC=1C=NC(=CC1)C(F)(F)F)=C